bis(3,3'-t-butylphenol) butanoate C(CCC)(=O)O.C(C)(C)(C)C1=C(C=CC=C1)O.C(C)(C)(C)C1=C(C=CC=C1)O